OC1(C(N(C2=CN=CC=C21)C=2C=C(CC1=NNC(C3=CC=CC=C13)=O)C=CC2)=O)C 4-(3-(3-Hydroxy-3-methyl-2-oxo-2,3-dihydro-1H-pyrrolo[2,3-c]pyridin-1-yl)benzyl)phthalazin-1(2H)-on